4-fluoro-3-nitrobenzene ethyl-acetate C(C)OC(C)=O.FC1=C(C=CC=C1)[N+](=O)[O-]